4-(2-methyl-4-pyridyl)-7-[(5-piperazin-1-yl-2-pyridyl)amino]-2,3-dihydropyrrolo[3,4-c]pyridin-1-one CC1=NC=CC(=C1)C1=NC=C(C2=C1CNC2=O)NC2=NC=C(C=C2)N2CCNCC2